NC1=C(SC=2N=C(SC21)C)C(=O)NC2CC=1C=CC(=NC1CC2)N2CC(C(C2)OC(C)C(C)OC)N 6-amino-N-(2-{3-amino-4-[(3-methoxybutan-2-yl)oxy]pyrrolidin-1-yl}-5,6,7,8-tetrahydroquinolin-6-yl)-2-methylthieno[2,3-d][1,3]thiazole-5-carboxamide